ethyl α-trimethoxysilylpropionate CO[Si](C(C(=O)OCC)C)(OC)OC